C(C)(CC)C1N(C2=C(NC1=O)C=NC=C2)C(=O)C2=CNC(C=C2)=O 2-(sec-butyl)-1-(6-oxo-1,6-dihydropyridine-3-carbonyl)-1,4-dihydropyrido[3,4-b]pyrazin-3(2H)-one